BrC1=NNC2=C1N=C(N=C2)C(F)(F)F 3-bromo-5-(trifluoromethyl)-1H-pyrazolo[4,3-d]pyrimidine